3-[4-[4-[2-[[2,6-dimethoxy-4-(2-methyl-1-oxo-2,7-naphthyridin-4-yl)phenyl]methyl]-3,4-dihydro-1H-isoquinolin-6-yl]-1-piperidyl]-3-(trifluoromethyl)anilino]piperidine-2,6-dione COC1=C(C(=CC(=C1)C1=CN(C(C2=CN=CC=C12)=O)C)OC)CN1CC2=CC=C(C=C2CC1)C1CCN(CC1)C1=C(C=C(NC2C(NC(CC2)=O)=O)C=C1)C(F)(F)F